Ethylenebis(1-tolyl-biguanide) C(CN(C(=N)NC(=N)N)C1=C(C=CC=C1)C)N(C(=N)NC(=N)N)C1=C(C=CC=C1)C